[Cl].C(C1=CC=CC=C1)N1CN(C=C1)C 1-benzyl-3-methylimidazole chlorine salt